C(C)(C)(C)O[C@H]1[C@@H](C[C@H]2N(CCC3=CC(=C(C=C23)OC)OCCOC(C#N)C2CC2)C1)O 2-(2-(((2R,3R,11bR)-3-(tert-butoxy)-2-hydroxy-10-methoxy-1,3,4,6,7,11b-hexahydro-2H-pyrido[2,1-a]isoquinolin-9-yl)oxy)ethoxy)-2-cyclopropylacetonitrile